ethyl 2-[3-[3-[1-oxo-4-(trifluoromethyl)isoindolin-2-yl]phenyl]oxetan-3-yl]acetate O=C1N(CC2=C(C=CC=C12)C(F)(F)F)C=1C=C(C=CC1)C1(COC1)CC(=O)OCC